N-[(2S,3R)-4,4-dimethyl-1-[1-(1-methyl-6-oxo-1H-pyridin-3-yl)-1H-indazol-5-yl]-5-oxo-2-phenyl-pyrrolidin-3-yl]-5-methyl-thiazole-4-carboxylic acid amide CC1([C@H]([C@@H](N(C1=O)C=1C=C2C=NN(C2=CC1)C1=CN(C(C=C1)=O)C)C1=CC=CC=C1)NC(=O)C=1N=CSC1C)C